[[1-[4-[[3-[4-[4-(tert-butoxycarbonylamino)but-2-ynoxy]-3-fluoro-phenyl]imidazo[1,2-a]pyrazin-8-yl]amino]-2-methyl-benzoyl]-4-piperidyl]methyl]carbamate C(C)(C)(C)OC(=O)NCC#CCOC1=C(C=C(C=C1)C1=CN=C2N1C=CN=C2NC2=CC(=C(C(=O)N1CCC(CC1)CNC([O-])=O)C=C2)C)F